(6-methyl-5-((methylsulfonyl)methyl)pyridin-3-yl)-5-(trifluoromethyl)-1,2,4-oxadiazole CC1=C(C=C(C=N1)C1=NOC(=N1)C(F)(F)F)CS(=O)(=O)C